(6-methoxypyridin-3-yl)-2-[4-(pyrimidin-2-yl)piperazin-1-yl]acetamide COC1=CC=C(C=N1)C(C(=O)N)N1CCN(CC1)C1=NC=CC=N1